1-(4-phenylthiophenyl)-2-(2-methylphenyl)-ethane-1,2-dione-2-oxime acetate C(C)(=O)O.C1(=CC=CC=C1)SC1=CC=C(C=C1)C(C(=NO)C1=C(C=CC=C1)C)=O